methyl 6-chloro-4-(prop-1-en-2-yl)quinazoline-2-carboxylate ClC=1C=C2C(=NC(=NC2=CC1)C(=O)OC)C(=C)C